CC=1C(=NOC1C1=C2C=CNC(C2=CC=C1)=O)C(=O)NC1=CC(=NC=C1)C(F)(F)F 4-methyl-5-(1-oxo-1,2-dihydroisoquinolin-5-yl)-N-(2-(trifluoromethyl)pyridin-4-yl)isoxazole-3-carboxamide